[Cl-].C(CCCCCCCCCCC)[NH+]1CC(CC1)CCCC 1-Dodecyl-3-butylpyrrolidinium chlorid